N-(2-fluorophenyl)cyclopropane-1,1-dicarboxamide FC1=C(C=CC=C1)NC(=O)C1(CC1)C(=O)N